(4s,5s)-ethyl 5-(2,4-dichlorothiazol-5-yl)-2,2-dimethyl-1,3-dioxolane-4-carboxylate ClC=1SC(=C(N1)Cl)[C@@H]1[C@H](OC(O1)(C)C)C(=O)OCC